(2S,3S,4R,5R)-5-(2-(5-chloropyridin-3-yl)-6-((3,4-difluorobenzyl)amino)-9H-purin-9-yl)-3,4-dihydroxyl-N-methyltetrahydrofuran-2-carboxamide ClC=1C=C(C=NC1)C1=NC(=C2N=CN(C2=N1)[C@H]1[C@@H]([C@@H]([C@H](O1)C(=O)NC)O)O)NCC1=CC(=C(C=C1)F)F